(1r,4r)-4-(3-Chloroanilino)-6'-hydroxy-2'-(3-phenoxyphenyl)-2',3'-dihydrospiro[cyclohexane-1,1'-indene]-4-carboxylic acid methyl ester COC(=O)C1(CCC2(C(CC3=CC=C(C=C23)O)C2=CC(=CC=C2)OC2=CC=CC=C2)CC1)NC1=CC(=CC=C1)Cl